BrCC1=CC(=C(C=C1)C)C 4-(bromomethyl)-1,2-dimethylbenzene